sulfoisophthalic acid, anhydride S(=O)(=O)(O)C1=C2C(=O)OC(C1=CC=C2)=O